C(C=C)[Si](CC#CCN1C(N(C(N(C1=O)CC#C)=O)CC#C)=O)(C)C 1-[4-(allyl-dimethyl-silyl)-but-2-ynyl]-3,5-di-prop-2-ynyl-[1,3,5]triazine-2,4,6-trione